methyl (2R,4R)-4-amino-1-isobutyrylpyrrolidine-2-carboxylate hydrochloride Cl.N[C@@H]1C[C@@H](N(C1)C(C(C)C)=O)C(=O)OC